C12(CC3CC(CC(C1)C3)C2)[NH3+] 1-adamantylammonium